dioctanoylamide C(CCCCCCC)(=O)[N-]C(CCCCCCC)=O